COC(=O)C1(CCC2(OCCO2)CC1)NC(CC1=C(C=C(C=C1C)Cl)C)=O 8-[2-(4-chloro-2,6-dimethylphenyl)acetamido]-1,4-dioxaspiro[4.5]decane-8-carboxylic acid methyl ester